3-(1-oxo-5-(((1S,2S)-2-((2-(tetrahydro-2H-pyran-4-yl)ethyl)amino)cyclohexyl)oxy)isoindolin-2-yl)piperidine-2,6-dione O=C1N(CC2=CC(=CC=C12)O[C@@H]1[C@H](CCCC1)NCCC1CCOCC1)C1C(NC(CC1)=O)=O